C(C)(=O)N1[C@H]([C@@H](NCC1)C)C1=CC(=NC(=C1)Cl)C1=CC(=NC=N1)C(=O)NC trans-6-(4-(1-acetyl-3-methylpiperazin-2-yl)-6-chloropyridin-2-yl)-N-methylpyrimidine-4-carboxamide